CN1N=NC(=C1)C(=O)N1CCN(CC1)C(CCCC)=O 1-(4-(1-methyl-1H-1,2,3-triazole-4-carbonyl)piperazin-1-yl)pentan-1-one